OC=1C(=NC=CC1OC)C(=O)N[C@H](C(=O)OC1C(CC1)(C1=CC=CC=C1)C1=CC=CC=C1)C (2,2-diphenyl cyclobutyl) (2S)-2-[(3-hydroxy-4-methoxy-pyridine-2-carbonyl) amino]propanoate